4-Amino-7-cyclopropyl-1-(pyrimidin-5-yl)quinazolin-2(1H)-one NC1=NC(N(C2=CC(=CC=C12)C1CC1)C=1C=NC=NC1)=O